((5-Acetylpyridin-2-yl)methyl)morpholine C(C)(=O)C=1C=CC(=NC1)CN1CCOCC1